N-[1-(5-bromopyridin-2-yl)-2,2,2-trifluoroethyl]formamide BrC=1C=CC(=NC1)C(C(F)(F)F)NC=O